lithium borohydride [BH4-].[Li+]